3-cyclopropylethynyl-3-hydroxy-7-trifluoromethylindolin-2-one C1(CC1)C#CC1(C(NC2=C(C=CC=C12)C(F)(F)F)=O)O